C1(=CC=CC=C1)N(C1=CC=C(C=C1)C1=CC=C(C2=NSN=C21)C2=CC=NC1=CC=CC=C21)C2=CC=CC=C2 N,N-diphenyl-4-(7-(quinoline-4-yl)benzo[C][1,2,5]thiadiazole-4-yl)aniline